5-(7-{[(4-iodophenyl)methyl](propyl)amino}-2,5-dimethylpyrazolo[1,5-a]pyrimidin-3-yl)-N,N,4-trimethylpyridin-2-amine IC1=CC=C(C=C1)CN(C1=CC(=NC=2N1N=C(C2C=2C(=CC(=NC2)N(C)C)C)C)C)CCC